nicotinamide C(C1=CN=CC=C1)(=O)N